8-[(1R)-1-(2-bromo-4-fluoro-anilino)ethyl]-2-(4,4-dimethyl-1-piperidyl)-3,6-dimethyl-chromen-4-one BrC1=C(N[C@H](C)C=2C=C(C=C3C(C(=C(OC23)N2CCC(CC2)(C)C)C)=O)C)C=CC(=C1)F